C(CC)OCC(=O)O 2-PROPOXYACETIC ACID